C(C)(C)(C)OC(=O)N(C(C)C)CC1=NN(C(=C1C=1C=C2C(=NC1)N(C=C2C=2C(=NN(C2)CCCC(=O)O)C(F)(F)F)S(=O)(=O)C2=CC=C(C)C=C2)OC)C 4-(4-(5-(3-(((tert-butoxycarbonyl)(isopropyl)amino)methyl)-5-methoxy-1-methyl-1H-pyrazol-4-yl)-1-tosyl-1H-pyrrolo[2,3-b]pyridin-3-yl)-3-(trifluoromethyl)-1H-pyrazol-1-yl)butanoic acid